C(C)(C)C=1C=C(OC2CCC3(CNC3)CC2)C=CC1 7-(3-isopropylphenoxy)-2-azaspiro[3.5]nonan